Cl.ClC1=CC=C(C=C1)NC1N(C(=NC(=N1)N)N1CCCC1)C1=CC=C(C=C1)OC N-(4-Chlorophenyl)-N1-(4-methoxyphenyl)-6-pyrrolidin-1-yl-[1,3,5]triazine-2,4-diamine hydrochloride